C(C)OC1=C(C(=CC(=C1)[C@@H](C)NCCCCC1=CC=CC=C1)OCC)C(C)O 1-(2,6-Diethoxy-4-{(1R)-1-[(4-Phenylbutyl)Amino]Ethyl}Phenyl)Ethan-1-Ol